5-[7-fluoro-6-(piperidin-4-yl)quinolin-2-yl]-2-methylindazol FC1=C(C=C2C=CC(=NC2=C1)C1=CC2=CN(N=C2C=C1)C)C1CCNCC1